C(C)(C)(C)OC(=O)NC=1N=C(N(C1)C)C(=O)NCCC(=O)O 3-([4-[(tert-butoxycarbonyl)amino]-1-methylimidazol-2-yl]formamido)propanoic acid